ClC1=C(C=C(C(=C1)[N+](=O)[O-])OC)N1CCC2(CC1)CCNCC2 3-(2-chloro-5-methoxy-4-nitrophenyl)-3,9-diazaspiro[5.5]undecane